N-(2-(syn-4,4-difluoro-2-methylcyclohexyl)-4-(2,5-difluorophenyl)pyridin-3-yl)-1-(difluoromethyl)-1H-pyrazole-4-carboxamide FC1(CC(C(CC1)C1=NC=CC(=C1NC(=O)C=1C=NN(C1)C(F)F)C1=C(C=CC(=C1)F)F)C)F